hexadecyl (9Z,12Z)-octadeca-9,12-dienoate C(CCCCCCC\C=C/C\C=C/CCCCC)(=O)OCCCCCCCCCCCCCCCC